3-((4-(5-(chlorodifluoromethyl)-1,2,4-oxadiazol-3-yl)phenyl)amino)-4-((4-methoxyphenyl)amino)cyclobut-3-ene-1,2-dione ClC(C1=NC(=NO1)C1=CC=C(C=C1)NC=1C(C(C1NC1=CC=C(C=C1)OC)=O)=O)(F)F